(S)-4-(5-iodo-7-(tetrahydro-2H-pyran-4-yl)-7H-pyrrolo[2,3-d]pyrimidin-4-yl)-3-methylpiperazine-1-carboxylic acid tert-butyl ester C(C)(C)(C)OC(=O)N1C[C@@H](N(CC1)C=1C2=C(N=CN1)N(C=C2I)C2CCOCC2)C